2,5-bis-(2-hydroxypropyl-sulfanyl)-terephthalic acid OC(CSC1=C(C(=O)O)C=C(C(=C1)C(=O)O)SCC(C)O)C